morpholinoquinoxaline-2-carbonitrile O1CCN(CC1)C=1C(=NC2=CC=CC=C2N1)C#N